7-{3-[(5-methyl-1,3-thiazol-2-yl)carbamoyl]azetidin-1-yl}-4-oxo-1-(1,2,4-thiadiazol-5-yl)-1,4-dihydro-1,8-naphthyridine-3-carboxylic acid CC1=CN=C(S1)NC(=O)C1CN(C1)C1=CC=C2C(C(=CN(C2=N1)C1=NC=NS1)C(=O)O)=O